C(C)C1=CC=C(CS(=O)(=O)N)C=C1 p-Ethyltoluenesulfonamide